(N,N-Dimethylsulfonamid) CN(S(=O)=O)C